[Ni].[Si].[Mg] magnesium silicon Nickel